rac-(3R)-3-(hydroxymethyl)-4-{3-[2-(trifluoromethyl)[1,1'-biphenyl]-4-yl]prop-2-ynyl}-1λ6-thiomorpholine-1,1-dione OC[C@H]1N(CCS(C1)(=O)=O)CC#CC1=CC(=C(C=C1)C1=CC=CC=C1)C(F)(F)F |r|